acetic-propionic anhydride C(CC)(=O)OC(C)=O